CN1N=C(C=C1)OC1CNCC1 3-((1-methyl-1H-pyrazol-3-yl)oxy)pyrrolidin